2-(4-bromo-5-ethyl-5,6,7,8-tetrahydronaphthalen-2-yl)-4,4,5,5-tetramethyl-1,3,2-dioxaborolane BrC1=CC(=CC=2CCCC(C12)CC)B1OC(C(O1)(C)C)(C)C